octenal CCCCC/C=C/C=O